COC1=CC=CC(=N1)NC1=CC=CC(=N1)S(=O)(=O)NC(=O)C=1C(=NC=CC1)N1C(CC(C1)C)(C)C N-[[6-[(6-methoxy-2-pyridyl)amino]-2-pyridyl]sulfonyl]-2-(2,2,4-trimethylpyrrolidin-1-yl)pyridine-3-carboxamide